(R)-aminoalcohol NO